C(C)(=O)OC1OC(C(C(C1)OC(C)=O)OC(C)=O)COC(C)=O 6-(acetoxymethyl)tetrahydro-2H-pyran-2,4,5-triyl triacetate